CC=C(CC)C1=C(C=CC=C1)O 2-(pent-2-en-3-yl)phenol